OC=1C=C(C=CC1O)CC(=O)OCC(CCCCCCCCCCCCCCCCC)C 2-methylnonadecyl 3,4-dihydroxyphenylacetate